(R)-N-((R)-1-(3-amino-5-(trifluoromethyl)phenyl)ethyl)-7-(ethoxymethyl)-2-methyl-7,8,10,11-tetrahydro-[1,4,7]trioxonino[2,3-g]quinazolin-4-amine NC=1C=C(C=C(C1)C(F)(F)F)[C@@H](C)NC1=NC(=NC2=CC3=C(C=C12)O[C@@H](COCCO3)COCC)C